COC(=O)C=1N=C(SC1CCCOC1=C(C=C(C=C1)I)F)NCCC1OC(OC1)(C)C [2-(2,2-dimethyl-1,3-dioxacyclopentane-4-yl)ethylamino]-5-[3-(2-fluoro-4-iodo-phenoxy)propyl]thiazole-4-carboxylic acid methyl ester